4-{[4-(3,5-Dimethyl-benzenesulfonyl)-3,4-dihydro-2H-benzo[1,4]thiazine-6-carbonyl]amino}-benzoic acid CC=1C=C(C=C(C1)C)S(=O)(=O)N1CCSC2=C1C=C(C=C2)C(=O)NC2=CC=C(C(=O)O)C=C2